O=C1C(=C(C=NN1)N[C@H](CN1CC(C1)C(=O)NC1CN(C1)C1=NC=C(C=N1)C(F)(F)F)C)C(F)(F)F (S)-1-(2-((6-oxo-5-(trifluoromethyl)-1,6-dihydropyridazin-4-yl)amino)propyl)-N-(1-(5-(trifluoromethyl)pyrimidin-2-yl)azetidin-3-yl)azetidine-3-carboxamide